CC(CC(=O)OCC)CCCC(CCCC(C)C)C Ethyl 3,7,11-trimethyldodecanoate